3-[4-(4-bromophenyl)piperazin-1-yl]propionitrile BrC1=CC=C(C=C1)N1CCN(CC1)CCC#N